2-(4-bromo-phenyl)-2-methyl-propanal BrC1=CC=C(C=C1)C(C=O)(C)C